tributyltin trimethylsilicate CO[Si](OC)(OC)[O-].C(CCC)[Sn+](CCCC)CCCC